FC1(CC(N(C1)C1CN(CC1)C)C(=O)NC=1C=CC=C2C(=CNC12)C1=NC(=NC=C1)NC=1C(=NN(C1)C)OC)F 4,4-difluoro-N-(3-(2-((3-methoxy-1-methyl-1H-pyrazol-4-yl)amino)pyrimidin-4-yl)-1H-indol-7-yl)-1'-methyl-[1,3'-bipyrrolidine]-2-carboxamide